(3,4-dimethoxybenzyl)heptanamide COC=1C=C(CC(C(=O)N)CCCCC)C=CC1OC